N(C)(C)OC1=CC=C(C[C@H](N)C(=O)O)C=C1 Aza-O-iso-propyl-tyrosine